CN1N=NC(=C1CN1N=CC=CC1=O)C=1C=NC(=CC1)C 2-[[3-methyl-5-(6-methyl-3-pyridinyl)triazol-4-yl]methyl]pyridazin-3-one